ON1C(=C(C(C2=CC=CC=C12)=O)CC1=CC=C(C=C1)N1CCN(CC1)C)C 1-hydroxy-2-methyl-3-(4-(4-methylpiperazin-1-yl)benzyl)-4(1H)quinolinone